CC1=C(N=NC(=C1)C1=CC2=CC=CC=C2C=C1)NCCN1CCN(CC1)C 4-methyl-N-(2-(4-methylpiperazin-1-yl)ethyl)-6-(naphthalen-2-yl)pyridazin-3-amine